COC(=O)C1=CC=NC2=CC=C(C=C12)C[C@H]1COCC1 |r| racemic-(R)-6-((tetrahydrofuran-3-yl)methyl)quinoline-4-carboxylic acid methyl ester